1,2-bis(trimethoxysilyl)hexane CO[Si](CC(CCCC)[Si](OC)(OC)OC)(OC)OC